4-nitro-L-tryptophan [N+](=O)([O-])C=1C=CC=C2NC=C(C[C@H](N)C(=O)O)C12